BrC1=C(C=CC=C1)P(C(C)C)C(C)C 2-Bromophenyl-diisopropylphosphine